m-hydroxy-N,N-di(p-methylphenyl)aniline Methyl-6-(benzyloxy)-9-(3-chlorophenyl)-[1,2,4]triazolo[1,5-h][1,7]naphthyridine-5-carboxylate COC(=O)C1=C(C=2C=CC(=NC2C=2N1N=CN2)C2=CC(=CC=C2)Cl)OCC2=CC=CC=C2.OC=2C=C(N(C1=CC=C(C=C1)C)C1=CC=C(C=C1)C)C=CC2